4-(4-amino-7-cyano-2-(4-(2-fluoroacrylamido)phenyl)-1-methyl-1H-pyrrolo[3,2-c]pyridin-3-yl)-N-cyclopropyl-2-methoxybenzamide NC1=NC=C(C2=C1C(=C(N2C)C2=CC=C(C=C2)NC(C(=C)F)=O)C2=CC(=C(C(=O)NC1CC1)C=C2)OC)C#N